C(C)OC(=O)COC1=C(C2=CC=CC=C2C=2C=CC=CC12)C=1C2=CC=CC=C2C=2C=CC=CC2C1OCC(=O)OCC 10,10'-bis(ethoxycarbonylmethoxy)-9,9'-biphenanthrene